2,4,6-trimethyl-2,4,6-tris(4-hydroxyphenyl)heptane CC(C)(CC(CC(C)(C1=CC=C(C=C1)O)C)(C1=CC=C(C=C1)O)C)C1=CC=C(C=C1)O